C1(=CC=CC=C1)C1=NC(=NC(=N1)C1=CC=CC=C1)C1=C(C=C(C=C1)OCCCCCC)O 2-(4,6-diphenyl-1,3,5-triazine-2-yl)-5-n-hexyloxy-phenol